OC1=C(C(N)C(=O)O)C=CC=C1 2-hydroxyphenylglycine